N1=C(C=CC=C1)CC1CCN(CC1)CCCNC(=O)N1CCN(CC1)C1=NC(=NO1)C1=CC=C(C=C1)C(F)(F)F N-(3-(4-(pyridin-2-ylmethyl)piperidin-1-yl)propyl)-4-(3-(4-(trifluoromethyl)phenyl)-1,2,4-oxadiazol-5-yl)piperazine-1-carboxamide